(1S,2R)-2-(((R)-(4-isopropylphenyl)(2-oxoindolin-7-yl)methyl)carbamoyl)cyclopentane-1-carboxylic acid C(C)(C)C1=CC=C(C=C1)[C@H](C=1C=CC=C2CC(NC12)=O)NC(=O)[C@H]1[C@H](CCC1)C(=O)O